N-(5-(tert-butyl)isoxazol-3-yl)-1-cyanopyrrolidine-3-carboxamide C(C)(C)(C)C1=CC(=NO1)NC(=O)C1CN(CC1)C#N